C(C)(C)(C)OC(=O)N1CC(C1)CI 3-(iodomethyl)azetidine-1-carboxylic acid tert-butyl ester